OCC1=CN=C(S1)NC1=NC(=NC(=C1)OC)NC1CC2CCCC(C1)N2CCC#N 3-((3-exo)-3-((4-((5-(hydroxymethyl)thiazol-2-yl)amino)-6-methoxypyrimidin-2-yl)amino)-9-azabicyclo[3.3.1]nonan-9-yl)propionitrile